C(CC(C)C)NCCCCCN N-isopentylpentane-1,5-diamine